N-cyclopropyl-7-(methylamino)-5-((3-morpholinophenyl)amino)pyrazolo[1,5-a]pyrimidine-3-carboxamide C1(CC1)NC(=O)C=1C=NN2C1N=C(C=C2NC)NC2=CC(=CC=C2)N2CCOCC2